[Ni].[Mg] magnesium-nickel salt